1-(o-tolyl)cyclobutane-1-ol C1(=C(C=CC=C1)C1(CCC1)O)C